(Tetrahydrofuran-3-yl)methyl (((S)-2-(2-methoxy-7-methylquinoxalin-5-yl)-7,8-dihydrobenzofuro[5,4-d]thiazol-7-yl)methyl)carbamate COC1=NC2=CC(=CC(=C2N=C1)C=1SC2=C(N1)C=CC1=C2C[C@H](O1)CNC(OCC1COCC1)=O)C